BrC1=C(C=C(C(=N1)OC)NS(=O)(=O)C=1C=NN2C1C=CC(=C2)Cl)F N-(6-bromo-5-fluoro-2-methoxypyridin-3-yl)-6-chloropyrazolo[1,5-a]pyridine-3-sulfonamide